ClC1=C(C=C(C=N1)OCC(C)(C)NC([O-])=O)C(NC1CC1)=O.[Cl-].ClC1=C(C=C(C=N1)OCC(C)(C)[NH3+])C(NC1CC1)=O.ClC1=C(C=C(C=N1)OCC(C)(C)[NH3+])C(NC1CC1)=O [2-[[6-chloro-5-(cyclopropylcarbamoyl)-3-pyridyl]oxy]-1,1-dimethyl-ethyl]ammonium chloride N-[2-[[6-chloro-5-(cyclopropylcarbamoyl)-3-pyridyl]oxy]-1,1-dimethyl-ethyl]carbamate